5-(3-(difluoromethyl)imidazo[1,2-a]pyridin-6-yl)-2-(3,3,3-trifluoropropyl)-7H-pyrrolo[2,3-d]pyrimidine FC(C1=CN=C2N1C=C(C=C2)C2=CNC=1N=C(N=CC12)CCC(F)(F)F)F